ClC1=C(C=CC=2N=C(OC21)C)C2=CC1=C(N=C(N=C1)NC1=CC=C(C=C1)N1CCN(CC1)CC)N1C2=NN=C1 6-(7-chloro-2-methylbenzo[d]oxazol-6-yl)-N-(4-(4-ethylpiperazin-1-yl)phenyl)-[1,2,4]triazolo[4',3':1,6]pyrido[2,3-d]pyrimidin-2-amine